(R)-2-(2,4-difluorophenyl)-4-(3-((2-hydroxyethyl)amino)azepan-1-yl)phthalazin-1(2H)-one hydrochloride Cl.FC1=C(C=CC(=C1)F)N1C(C2=CC=CC=C2C(=N1)N1C[C@@H](CCCC1)NCCO)=O